1-(tert-butyl)-3-(4-methoxyphenyl)-2-(3-(4-methoxyphenyl)furan-2-yl)-1H-pyrrole C(C)(C)(C)N1C(=C(C=C1)C1=CC=C(C=C1)OC)C=1OC=CC1C1=CC=C(C=C1)OC